COC1=C(C=CC=C1)NC=1N=CC2=C(N1)N(C(C(=C2C=C)C#N)=O)C2=CC=CC=C2 2-((2-methoxyphenyl)amino)-7-oxo-8-phenyl-5-vinyl-7,8-dihydropyrido[2,3-d]pyrimidine-6-carbonitrile